NC1=C(C(N(C2=CC(=CC=C12)OC(F)(F)F)C1=C2C=CN=C(C2=CC=C1)C1CC1)=O)C(=O)OC([2H])([2H])[2H] methyl-d3 4-amino-1-(1-cyclopropylisoquinolin-5-yl)-2-oxo-7-(trifluoromethoxy)-1,2-dihydroquinoline-3-carboxylate